3-[[2-(4-methyl-sulfanylphenyl)imidazo[1,2-a]pyrazin-3-yl]amino]benzamide CC1=CC(=C(C=C1)C=1N=C2N(C=CN=C2)C1NC=1C=C(C(=O)N)C=CC1)S